C(C1=CC=CC=C1)OC([C@@H](CC1=CC(=C(C=C1)C1CCOCC1)F)OC([C@H](CC(C)(C)F)N(C)C(=O)OC(C)(C)C)=O)=O (2R)-1-(benzyloxy)-3-[3-fluoro-4-(oxacyclohex-4-yl) phenyl]-1-oxopropan-2-yl-(2S)-2-[[(tert-butoxy) carbonyl] (methyl) amino]-4-fluoro-4-methylpentanoate